CC(CC(C(C(OC)(CC(C)C)C)(CC(C)C)C)OC)C 2-methyl-propyl-methyl-2-methyl-propyl-2-methyl-2-isobutyl-1,3-dimethoxypropane